C12CN(CC(N1)C2)C=2OC1=C(N2)C(=CC=C1C=1SC=CN1)OC(C(C)(O)C)(F)F 1-((2-(3,6-diazabicyclo[3.1.1]heptane-3-yl)-7-(thiazol-2-yl)benzo[d]oxazol-4-yl)oxy)-1,1-difluoro-2-methylpropan-2-ol